C(CC(O)(C(=O)O)CC(=O)O)(=O)O.C[C@H]1N(CCC1)CCCOC1=CC=C(OC2CCN(CC2)C(C)=O)C=C1 1-[4-(4-{3-[(2R)-2-methyl-pyrrolidin-1-yl]-propoxy}-phenoxy)-piperidin-1-yl]-ethanone mono-citrate